1,3-THIAZOLE S1C=NC=C1